(trans)-4-hydroxycyclohexane-1-carboxylic acid O[C@@H]1CC[C@H](CC1)C(=O)O